C(CC)C1=NNC=N1 propyl-1,2,4-triazole